3-fluoro-4-[[5-[2-fluoro-3-(trifluoromethoxy)anilino]-4-methyl-3-pyridyl]methyl]-N-(methylsulfamoyl)pyridin-2-amine FC=1C(=NC=CC1CC=1C=NC=C(C1C)NC1=C(C(=CC=C1)OC(F)(F)F)F)NS(NC)(=O)=O